(2S,4R)-4-amino-8-(8-(2,3-dichlorophenyl)-7-methylimidazo[1,2-c]pyrimidin-5-yl)-8-azaspiro[4.5]decan-2-ol N[C@@H]1C[C@H](CC12CCN(CC2)C2=NC(=C(C=1N2C=CN1)C1=C(C(=CC=C1)Cl)Cl)C)O